[2-(2-aminophenyl)phenyl]-methanesulfonyloxy-palladium NC1=C(C=CC=C1)C1=C(C=CC=C1)[Pd]OS(=O)(=O)C